BrC1=C2CC(CC2=CC=C1)C 4-bromo-2-methyl-2,3-dihydro-1H-indene